FC1=C(C=CC=C1)C1(CCC1)C=O (2-fluorophenyl)cyclobutane-1-carbaldehyde